C(C)O[Si](CCSSCC[Si](C)(C)OCC)(C)C bis(2-monoethoxydimethylsilylethyl)disulfide